2-hydroxy-3,4-dihydro-2H-1,2-benzoxaborinine-8-carboxylic acid hydrochloride Cl.OB1OC2=C(CC1)C=CC=C2C(=O)O